N(=[N+]=[N-])CCCN1CCN(CC1)C1=C2C(N(C(C2=CC=C1)=O)C1C(NC(CC1)=O)=O)=O 4-[4-(3-azidopropyl)piperazin-1-yl]-2-(2,6-dioxo-3-piperidyl)isoindoline-1,3-dione